N-cyclopentyl-5-(4-(trifluoromethyl)phenoxy)-3,4-dihydroisoquinoline-2(1H)-carboxamide C1(CCCC1)NC(=O)N1CC2=CC=CC(=C2CC1)OC1=CC=C(C=C1)C(F)(F)F